FC(C(C(CF)(F)F)(F)F)(F)F 1,1,1,2,2,3,3,4-Octafluorobutane